C1(=CC=C(C=C1)C1=C2C=CC=CC2=C(C2=CC=CC=C12)C1=CC=C(C=C1)N1C(=NC2=C1C=CC=C2)CC)C2=CC=CC=C2 1-[4-(10-[1,1'-biphenyl]-4-yl-9-anthryl)phenyl]-2-ethyl-1H-benzimidazole